tert-butyl 7-((6-((dimethylamino)methyl)-5-(1-methoxycyclopropyl)pyridin-2-yl)amino)-4-(7-fluoroimidazo[1,2-a]pyridin-3-yl)-1-oxoisoindoline-2-carboxylate CN(C)CC1=C(C=CC(=N1)NC=1C=CC(=C2CN(C(C12)=O)C(=O)OC(C)(C)C)C1=CN=C2N1C=CC(=C2)F)C2(CC2)OC